COC1=C(C=NO)C=CC=C1OC 2,3-dimethoxybenzaldehyde oxime